5-acetyl-2-amino-4-(7-cyanobenzo[b]thiophen-3-yl)-6-methyl-1,4-dihydropyridine-3-carboxylic acid methyl ester COC(=O)C1=C(NC(=C(C1C=1C2=C(SC1)C(=CC=C2)C#N)C(C)=O)C)N